5-amino-3-ethyl-1-(4-vinylbenzyl)-1H-1,2,4-triazole NC1=NC(=NN1CC1=CC=C(C=C1)C=C)CC